C(C)(C)(C)OC(N([C@H](C)C1=CC=C(C=C1)C(F)(F)F)C)=O (R)-Methyl-(1-(4-(trifluoromethyl)phenyl)ethyl)carbamic acid tert-butyl ester